BrC1=C(C=C(N)C=C1OC(F)(F)F)Cl 4-bromo-3-chloro-5-(trifluoromethoxy)aniline